N1(CCC1)CC1(CC1)NC(C(F)(F)C1=CC=C(C=C1)Cl)=O N-(1-(azetidin-1-ylmethyl)cyclopropyl)-2-(4-chlorophenyl)-2,2-difluoroacetamide